methyl 5-bromo-2,4-dihydroxybenzoate BrC=1C(=CC(=C(C(=O)OC)C1)O)O